CC(CC1=C(C2C(C(C1C2)C(=O)O)C(=O)O)CC(CCCC)C)CCCC di(2-methylhexyl)bicyclo[2.2.1]hept-5-ene-2,3-dicarboxylic acid